(12Z)-17-(5-methyl-4-prop-2-enoyl-2,3-dihydroquinoxalin-1-yl)-8-oxa-2,15,21,22-tetrazatetracyclo[13.6.2.13,7.019,23]tetracosa-1(21),3,5,7(24),12,17,19,22-octaen-16-one CC1=C2N(CCN(C2=CC=C1)C=1C(N2C\C=C/CCCOC=3C=CC=C(NC4=NC=C(C1)C2=N4)C3)=O)C(C=C)=O